C(C1=CC=CC=C1)C1=NC(=NN1)C(=O)N[C@@H]1C=2N(C3=C(CC1)C=CC=C3)C=CN2 (S)-5-Benzyl-N-(5,6-dihydro-4H-benzo[f]imidazo[1,2-a]azepin-4-yl)-1H-1,2,4-triazole-3-carboxamide